5,5-dimethyl-4,5-dihydroisoxazole-3-thiol CC1(CC(=NO1)S)C